NC1=NC=CC=C1C1=NC=2C(=NC(=CC2)N2N=CC=C2)N1C=1C=C2CC[C@@H](C2=CC1)N[C@H]1CCC2=C1C=NC=C2 |o1:31| (S*)-N-((S)-5-(2-(2-aminopyridin-3-yl)-5-(1H-pyrazol-1-yl)-3H-imidazo[4,5-b]pyridin-3-yl)-2,3-dihydro-1H-inden-1-yl)-6,7-dihydro-5H-cyclopenta[c]pyridin-7-amine